3-Methacryloxypropyl-tris(2-methoxyethoxy)silan C(C(=C)C)(=O)OCCC[Si](OCCOC)(OCCOC)OCCOC